FC1=C(CN2C(N(N=C2)C2=CC(=C(C=C2)OC2=C(N=C(S2)C2(CC(C2)O)F)C)F)=O)C(=CC=C1)F 4-(2,6-difluorobenzyl)-2-(3-fluoro-4-((2-(1-fluoro-3-hydroxycyclobutyl)-4-methylthiazol-5-yl)oxy)phenyl)-2,4-dihydro-3H-1,2,4-triazol-3-one